N-(1-benzyl-6-(3,5-dimethylisoxazol-4-yl)-2-oxo-2,3-dihydro-1H-benzo[d]imidazol-4-yl)acetamide C(C1=CC=CC=C1)N1C(NC2=C1C=C(C=C2NC(C)=O)C=2C(=NOC2C)C)=O